N-((3S,4R)-1-(4-((2-fluoro-3-methyl-4-((1-methyl-1H-benzo[d][1,2,3]triazol-5-yl)oxy)phenyl)amino)pyrido[3,2-d]pyrimidin-6-yl)-4-methylpiperidin-3-yl)acrylamide FC1=C(C=CC(=C1C)OC1=CC2=C(N(N=N2)C)C=C1)NC=1C2=C(N=CN1)C=CC(=N2)N2C[C@H]([C@@H](CC2)C)NC(C=C)=O